cobalt(II) chloride tetrahydrate O.O.O.O.[Co](Cl)Cl